[(1R,4R)-2-oxa-5-azabicyclo[2.2.1]heptan-5-yl]pyrazolo[1,5-a]pyrimidine-3-carboxylic acid [C@H]12OC[C@H](N(C1)C1=NN3C(N=CC=C3)=C1C(=O)O)C2